10-Tert-butyl-10-hydroxy-4-(2-methyl-4-pyridyl)-8,12-dioxa-5-thiatricyclo[7.4.0.02,6]trideca-1(9),2(6),3-trien-7-one C(C)(C)(C)C1(C=2OC(C=3SC(=CC3C2COC1)C1=CC(=NC=C1)C)=O)O